O1CCC(CC1)OC(C(C)(C)C)=O 2,2-dimethylpropionic acid oxan-4-yl ester